((8-chloro-[1,2,4]triazolo[4,3-a]quinazolin-5-yl)(methyl)amino)-[1,1'-biphenyl]-4-sulfonamide ClC1=CC=C2C(=NC=3N(C2=C1)C=NN3)N(C)C3=C(C=CC(=C3)S(=O)(=O)N)C3=CC=CC=C3